butyl (1S,5S)-1-(5-(3,5-dimethylisoxazol-4-yl)-1-((trans)-4-methoxycyclohexyl)-1H-benzo[d]imidazol-2-yl)-3-oxo-2-azabicyclo[3.1.0]hexane-2-carboxylate CC1=NOC(=C1C1=CC2=C(N(C(=N2)[C@]23N(C(C[C@@H]3C2)=O)C(=O)OCCCC)[C@@H]2CC[C@H](CC2)OC)C=C1)C